2,2'-(5-ethanoyloxy-1,3-phenylene)bis(oxy)bis(6-methylpyridine) C(C)(=O)OC=1C=C(C=C(C1)OC1=NC(=CC=C1)C)OC1=NC(=CC=C1)C